C(#N)C=1C=C(C=CC1)N1N=CC(=C1C(F)(F)F)C(=O)N 1-(3-cyanophenyl)-5-(trifluoromethyl)-1H-pyrazole-4-carboxamide